Manganese (II) chromite [Cr](=O)([O-])[O-].[Mn+2]